2'-methoxyethyladenosine-3'-phosphate P(=O)(O)(O)O[C@H]1[C@]([C@@H](O[C@@H]1CO)N1C=NC=2C(N)=NC=NC12)(O)CCOC